7-hydroxy-2-phenylhexahydropyrano[3,2-d][1,3]dioxine-6-carboxylic acid OC1CC2OC(OCC2OC1C(=O)O)C1=CC=CC=C1